ClC=1C=C2C=NC(=NC2=CC1C1CCN(CC1)C[C@@H](O)C1=C(C=CC=C1)F)NC=1C=NN(C1C)C1CC1 (1S)-2-(4-{6-chloro-2-[(1-cyclopropyl-5-methyl-1H-pyrazol-4-yl)amino]quinazolin-7-yl}piperidin-1-yl)-1-(2-fluorophenyl)ethan-1-ol